ClC1=CC(=C(C=C1)S(=O)(=O)N[C@@H](CC1=CC=CC2=CC=CC(=C12)C)C=1OC(NN1)=O)OC (S)-4-chloro-2-methoxy-N-(2-(8-methylnaphthalen-1-yl)-1-(5-oxo-4,5-dihydro-1,3,4-oxadiazol-2-yl)ethyl)benzenesulfonamide